C1(CC1)C1=C(C(=NO1)C1=CC=CC=C1)CO (5-Cyclopropyl-3-phenylisoxazol-4-yl)methanol